FC1=C(C(=CC(=C1)OC)F)[C@H]1[C@@H](C(N(C1)C=1C(N(C=CC1)C(CO)COC)=O)=O)NC(OC(C)(C)C)=O tert-butyl ((3S,4R)-4-(2,6-difluoro-4-methoxyphenyl)-1-(1-(1-hydroxy-3-methoxypropan-2-yl)-2-oxo-1,2-dihydropyridin-3-yl)-2-oxopyrrolidin-3-yl)carbamate